2,7-diiodopyrene IC1=CC2=CC=C3C=C(C=C4C=CC(=C1)C2=C43)I